3-[(3-chloro-2-methoxyphenyl)amino]-2-(2-[[(2S)-1,4-dioxan-2-ylmethyl]amino]pyrimidin-4-yl)-1H,5H,6H,7H-pyrrolo[3,2-c]pyridin-4-one ClC=1C(=C(C=CC1)NC1=C(NC2=C1C(NCC2)=O)C2=NC(=NC=C2)NC[C@@H]2OCCOC2)OC